O1COC2=C1C=CC(=C2)NC2N(C(=NC(=N2)N)N2CCOCC2)C2=CC=C(C=C2)OC N-Benzo[1,3]dioxol-5-yl-N1-(4-methoxyphenyl)-6-morpholin-4-yl-[1,3,5]triazine-2,4-diamine